C1(CCC1)C(\C(\C(=O)OCC)=N/O)=O Ethyl (E)-3-cyclobutyl-2-(hydroxyimino)-3-oxopropanoate